5-(3-hydroxy-2-hydroxymethyl-propionamido)-N,N'-dimethyl-N,N'-bis(2,3-dihydroxypropyl)-2,4,6-triiodoisophthalamide OCC(C(=O)NC=1C(=C(C(=C(C(=O)N(CC(CO)O)C)C1I)I)C(=O)N(CC(CO)O)C)I)CO